(4z,6e)-4,6-undecadienyl-magnesium chloride C(CC\C=C/C=C/CCCC)[Mg]Cl